C(C)(C)(C)OC(=O)N1C[C@@H]([C@H](CC1)[C@H]1N2C(C3=CC=CC=C13)=CN=C2)O tert-Butyl-(3R,4R)-3-hydroxy-4-((R)-5H-imidazo[5,1-a]isoindol-5-yl)piperidin-1-carboxylat